C12C(C(C(C=C1)C2)C(=O)O)C(=O)O (endo-cis)-bicyclo[2.2.1]hept-5-ene-2,3-dicarboxylic acid